NCC(=O)NC=1C(=C(C(=O)NCC2=CC(=C(C=C2)OC)F)C(=CC1)Cl)OCC1CC1 (2-aminoacetylamino)-6-chloro-2-(cyclopropylmethoxy)-N-(3-fluoro-4-methoxybenzyl)benzamide